(2R,3R,4S,5R,6R)-4-(4-(2,3-difluoro-4-methylphenyl)-1H-1,2,3-triazol-1-yl)-6-((5-((R)-1-hydroxy-1-phenylethyl)isoxazol-3-yl)methyl)-2-(hydroxymethyl)-5-methoxytetrahydro-2H-pyran-3-ol FC1=C(C=CC(=C1F)C)C=1N=NN(C1)[C@H]1[C@H]([C@H](O[C@@H]([C@@H]1OC)CC1=NOC(=C1)[C@@](C)(C1=CC=CC=C1)O)CO)O